C(C)C(C)=C(C)CC 2,3-diethyl-2-buten